S1C(=CC=C1)CC1=C(C(=O)Cl)C=CC=C1 (thiophen-2-ylmethyl)benzoyl chloride